zinc sulfate hydrate O.S(=O)(=O)([O-])[O-].[Zn+2]